ClC1=C(C(=CC=C1)Cl)[O-].[Na+] sodium 2,6-dichlorophenolate